BrC(CC1=CCCC1=O)=CCCCCO 3-(2-bromo-7-hydroxyhept-2-en-1-yl)-4-ketocyclopent-2-en